C1N(CCC2=CC=CC=C12)C1C(CN(CC1)C(=O)C=1C=C(C=CC1)NC1CCNCC1)O 4-((3-(4-(3,4-Dihydroisoquinolin-2(1H)-yl)-3-hydroxypiperidine-1-carbonyl)phenyl)amino)piperidine